(cis)-3-(5-bromo-3-fluoro-7-(trifluoromethyl)-1H-indazol-1-yl)-1-methylcyclobutan-1-ol BrC=1C=C2C(=NN(C2=C(C1)C(F)(F)F)C1CC(C1)(O)C)F